C(C1=CC=CC=C1)NC1=NN=CC2=CC=CC=C12 N-benzylphthalazin-1-amine